FC=1C(=C(C=CC1)NC1=C(NC2=C1C(NCC2)=O)C2=C(C=NC=C2)OCC=2OC=CN2)OC 3-[(3-fluoro-2-methoxyphenyl)amino]-2-[3-(1,3-oxazol-2-ylmethoxy)pyridin-4-yl]-1H,5H,6H,7H-pyrrolo[3,2-c]pyridin-4-one